C(C)(C)(C)OC(=O)N1C(=CC2=CC(=CC=C12)OC)B(O)O (1-(tert-butoxycarbonyl)-5-methoxy-1H-indol-2-yl)boronic acid